sodium hydroxide, fluoride salt [F-].[OH-].[Na+]